C(C)N1C(C2=NC(=CC=C2C1=O)NC1=NC=C(C(=N1)N[C@H](CO)C1=CC=CC=C1)C1=NC(=NO1)C12CCN(CC1)CC2)(C)C (S)-6-ethyl-2-((4-((2-hydroxy-1-phenylethyl)amino)-5-(3-(quinuclidin-4-yl)-1,2,4-oxadiazol-5-yl)pyrimidin-2-yl)amino)-7,7-dimethyl-6,7-dihydro-5H-pyrrolo[3,4-b]pyridin-5-one